C(C)C1(C(NC(C(C1C1=C(C(=CC=C1)F)C1CCC1)(C(=O)[O-])C)C)COC(C)=O)C(=O)[O-] 3-Ethyl-5-methyl-2-(acetoxymethyl)-4-(2-cyclobutyl-3-fluorophenyl)-6-methyl-1,4-dihydropyridine-3,5-dicarboxylate